3-Bromo-5-(3,3,3-trifluoropropoxy)phenyl[carbonyl]-4-{5-methyl-[1,3]oxazolo[4,5-b]pyridin-2-yl}piperazine BrC=1C=C(C=C(C1)OCCC(F)(F)F)C(=O)N1CCN(CC1)C=1OC=2C(=NC(=CC2)C)N1